3-(2-(2,5-dioxo-2,5-dihydro-1H-pyrrol-1-yl)ethoxy)propanoic acid 2,5-dioxopyrrolidin-1-yl ester O=C1N(C(CC1)=O)OC(CCOCCN1C(C=CC1=O)=O)=O